(3R)-3-((2-(2,6-dioxopiperidin-3-yl)-1,3-dioxoisoindolin-4-yl)amino)butanoic acid methyl ester COC(C[C@@H](C)NC1=C2C(N(C(C2=CC=C1)=O)C1C(NC(CC1)=O)=O)=O)=O